CS(=O)(=O)O[C@H]1CN(CC1)C(=O)OC(C)(C)C tert-butyl (3R)-3-methylsulfonyloxypyrrolidin-1-carboxylate